C[N+](=CC1=CC=C(C=C1)C)[O-] N-methyl-alpha-(4-methylphenyl)nitrone